4-(7-bromo-2-chloro-8-cyclopropoxy-6-methoxyquinazolin-4-yl)piperazine-1-carboxylic acid BrC1=C(C=C2C(=NC(=NC2=C1OC1CC1)Cl)N1CCN(CC1)C(=O)O)OC